C(C(C(C(C(F)(F)Br)(F)F)(F)F)(F)F)(C(C(C(F)(F)F)(F)F)(F)F)(F)F The molecule is a haloalkane that is perfluorooctane in which a fluorine attached to one of the terminal carbons has been replaced by a bromine. It has a role as a radioopaque medium and a blood substitute. It is a perfluorinated compound, an organobromine compound and a haloalkane. It derives from a hydride of an octane.